2-ethylethanol C(C)CCO